FC(C=1C=C(C=CC1)N1C=2N(C[C@@H](C1)CNC(C=C)=O)N=CC2)(F)F |o1:12| (R)- or (S)-N-((4-(3-(trifluoromethyl)phenyl)-4,5,6,7-tetrahydropyrazolo[1,5-a]pyrimidin-6-yl)methyl)acrylamide